NC1=NC=CC=C1C(=O)N1CCCC1 (2-aminopyridin-3-yl)-pyrrolidin-1-yl-methanone